C1(CC1)C=1C=C2CN(C(C2=C(C1)C(F)(F)F)=O)C1C(NC(CC1)=O)=O 3-(5-cyclopropyl-1-oxo-7-(trifluoromethyl)isoindolin-2-yl)piperidine-2,6-dione